O1C2=C(N(CC1)C(=O)[O-])N=CC=C2 2,3-dihydro-4H-pyrido[3,2-b][1,4]oxazine-4-carboxylate